The molecule is an organic sodium salt having tazobactam(1-) as the counterion; used in combination with ceftolozane sulfate for treatment of complicated intra-abdominal infections and complicated urinary tract infections. It has a role as an antimicrobial agent, an antiinfective agent and an EC 3.5.2.6 (beta-lactamase) inhibitor. It contains a tazobactam(1-). C[C@@]1([C@@H](N2[C@H](S1(=O)=O)CC2=O)C(=O)[O-])CN3C=CN=N3.[Na+]